FC(C(=O)O)=CC1=CC=C(C=C1)Cl 2-fluoro-3-(4-chlorophenyl)acrylic acid